CN1C(C=2N=CN([C@H]3[C@H](OC)[C@H](O)[C@@H](CO)O3)C2N=C1N)=O 1,2'-O-dimethylguanosine